ClC1=NC(=NC2=CC3=C(C=C12)N(C(C3(F)F)=O)C)C 4-chloro-8,8-difluoro-2,6-dimethyl-6,8-dihydro-7H-pyrrolo[2,3-g]quinazolin-7-one